(4-(9-Cyclopropyl-3H-benzo[e]indazol-7-yl)phenyl)(4-methylpiperazin-1-yl)methanone Lithium Stearate C(CCCCCCCCCCCCCCCCC)(=O)[O-].[Li+].C1(CC1)C1=CC(=CC2=C1C=1C=NNC1C=C2)C2=CC=C(C=C2)C(=O)N2CCN(CC2)C